N1=NCN2C1=CN=CC2 5H-[1,2,4]triazolo[4,3-a]pyrazine